1,3-bis(2-(4-thiophenyl)-2-propyl)benzene S1C=CC(=C1)C(C)(C)C1=CC(=CC=C1)C(C)(C)C=1C=CSC1